5-amino-3-(2-(4-(2,4-difluoro-5-(((1s,4s)-1-oxidotetrahydro-2H-thiopyran-4-yl)oxy)phenyl)piperazin-1-yl)ethyl)-8-(furan-2-yl)thiazolo[5,4-e][1,2,4]triazolo[1,5-c]pyrimidin NC1=NC2=C(C=3N1N=C(N3)C=3OC=CC3)SCN2CCN2CCN(CC2)C2=C(C=C(C(=C2)OC2CCS(CC2)=O)F)F